NC1=NC=2C=CC(=CC2C2=C1COC2)C(=O)N(CC2=NC=C(C=C2)C(F)(F)F)CC 4-amino-N-ethyl-N-((5-(trifluoromethyl)-2-pyridinyl)methyl)-1,3-dihydrofuro[3,4-c]quinoline-8-carboxamide